tert-butyl 3-methoxy-4-((2-methoxy-2-oxoethoxy)methyl)pyrrolidine-1-carboxylate COC1CN(CC1COCC(=O)OC)C(=O)OC(C)(C)C